ClC1=CC=C(C=C1)C1=NN(CC1C1=CC=CC=C1)C1=NN(C(N1C)=O)CCC1=CC=C(C(=O)OC)C=C1 methyl 4-(2-[3-[3-(4-chlorophenyl)-4-phenyl-4,5-dihydropyrazol-1-yl]-4-methyl-5-oxo-1,2,4-triazol-1-yl]ethyl)benzoate